N-(2,3-difluorophenyl)-1-methyl-2-oxo-3-(phenylselenyl)piperidine-3-carboxamide 6,6-dimethyl-3-(4-nitrobenzamido)-5,6-dihydropyrrolo[3,4-c]pyrazole-1(4H)-carboxylate CC1(NCC2=C1N(N=C2NC(C2=CC=C(C=C2)[N+](=O)[O-])=O)C(=O)O)C.FC2=C(C=CC=C2F)NC(=O)C2(C(N(CCC2)C)=O)[Se]C2=CC=CC=C2